CC=1N=C2N(C=C(N=C2C)C2=NC=3C=CN(C(C3C=C2)=O)C2CCN(CC2)C(=O)OC(C)(C)C)C1 tert-butyl 4-(2-(2,8-dimethylimidazo[1,2-a]pyrazin-6-yl)-5-oxo-1,6-naphthyridin-6(5H)-yl)piperidine-1-carboxylate